(Aminomethyl)trimethoxysilan zinc trifluoroethanesulfinate FC(CS(=O)[O-])(F)F.[Zn+2].NC[Si](OC)(OC)OC.FC(CS(=O)[O-])(F)F